N,N'-carbonyldiImidazole C1=CN(C=N1)C(=O)N1C=CN=C1